N[C@H]1CS(C2=C(N(C1=O)CC1=CC=C(C=C1)Cl)C=C(C(=C2)F)C2=NOC(=N2)N2[C@H]1COC[C@@H]2CC1)(=O)=O (3R)-3-amino-5-[(4-chlorophenyl)methyl]-8-fluoro-1,1-dioxo-7-[5-[(1R,5S)-3-oxa-8-azabicyclo[3.2.1]octan-8-yl]-1,2,4-oxadiazol-3-yl]-2,3-dihydro-1λ6,5-benzothiazepin-4-one